NC1CN(C2=C(OC1)C=C(C=N2)Br)C 3-amino-8-bromo-5-methyl-2,3-dihydropyrido[3,2-b][1,4]Oxazepine